2-(2-{[(3-Exo)-8-methyl-8-azabicyclo[3.2.1]oct-3-yl]amino}imidazo[2,1-b][1,3,4]thiadiazol-6-yl)-5-(1H-pyrazol-4-yl)phenol Hydrochlorid Cl.CN1C2CC(CC1CC2)NC2=NN1C(S2)=NC(=C1)C1=C(C=C(C=C1)C=1C=NNC1)O